5-(4-(4,4-difluoro-piperidine-1-carbonyl)-2-fluoro-phenyl)-7-(trifluoro-methyl)benzofuran ethyl-2-amino-6-bromo-4-(1-cyano-2-ethoxy-2-oxoethyl)-4H-chromene-3-carboxylate C(C)OC(=O)C1=C(OC2=CC=C(C=C2C1C(C(=O)OCC)C#N)Br)N.FC1(CCN(CC1)C(=O)C1=CC(=C(C=C1)C=1C=C(C2=C(C=CO2)C1)C(F)(F)F)F)F